CC1(N(C(C2=CC=C(C=C12)NC1=NC=C(C(=N1)N[C@H](CO)C1=CC=CC=C1)C(=O)O)=O)CCC)C (S)-2-((3,3-dimethyl-1-oxo-2-propylisoindolin-5-yl)amino)-4-((2-hydroxy-1-phenylethyl)amino)pyrimidine-5-carboxylic acid